C1=CC(=CC=2SC3=C(C21)C=CC=C3)OB(O)O dibenzothiophene-3-yl-boric acid